trimethoxy[2-(2-aminopropyl)-3-aminopropyl]silane 2,3-dimethyl-6-bromo-4-methylpyrazolo[1,5-a]pyridine-2,3-dicarboxylate CC1(NN2C(C(=CC(=C2)Br)C)C1(C(=O)O)C)C(=O)O.CO[Si](CC(CN)CC(C)N)(OC)OC